2-hydrazino-4,6-dimethyl-pyrimidine N(N)C1=NC(=CC(=N1)C)C